NC1=NC=C(C=C1C1=C(C=C(C=C1)NC(=O)C1=CN(C(=C(C1=O)C1=CC=C(C=C1)F)C#N)C(C)C)F)C=1C=NN(C1)C N-(4-(2-amino-5-(1-methyl-1H-pyrazol-4-yl)pyridin-3-yl)-3-fluorophenyl)-6-cyano-5-(4-fluorophenyl)-1-isopropyl-4-oxo-1,4-dihydropyridine-3-carboxamide